Methyl (S)-1-(5-methoxy-2-nitro-4-((triisopropylsilyl)oxy)-benzoyl)piperidine-2-carboxylate COC=1C(=CC(=C(C(=O)N2[C@@H](CCCC2)C(=O)OC)C1)[N+](=O)[O-])O[Si](C(C)C)(C(C)C)C(C)C